(S)-N-((4-chloro-3-fluoropyridin-2-yl)methylene)-2-methylpropane-2-sulfinamide ClC1=C(C(=NC=C1)C=N[S@@](=O)C(C)(C)C)F